C(=C)[Rh-]C=C bis(vinyl)rhodium (I)